8-(3-bromo-2-chlorophenylamino)-1,7-naphthyridine-3-carbaldehyde BrC=1C(=C(C=CC1)NC=1N=CC=C2C=C(C=NC12)C=O)Cl